C(CCCC)C1=CC2=C(C3=CC=CC=C3C(=C2C=C1)OC(=O)CCCCCC)OC(=O)CCCCCC 2-pentyl-9,10-bis(n-hexylcarbonyloxy)anthracene